N1=C(C=CC2=CC=CC=C12)O.[Li] Lithium quinolinol